NC1=C(C=C(C=N1)C=1C=NN(C1)C1CCN(CC1)CC1CN(C1)C=1C=C2CN(CC2=CC1)C1C(NC(CC1)=O)=O)O[C@H](C)C1=C(C=CC(=C1)F)N1N=CC=N1 5-(3-((4-(4-(6-amino-5-((R)-1-(5-fluoro-2-(2H-1,2,3-triazol-2-yl)phenyl)ethoxy)pyridin-3-yl)-1H-pyrazol-1-yl)piperidin-1-yl)methyl)azetidin-1-yl)-2-(2,6-dioxopiperidin-3-yl)isoindoline